5,7-bis(benzoylmercapto-methyl)-1,11-bis(benzoylmercapto)-3,6,9-trithiaundecane C(C1=CC=CC=C1)(=O)SCC(CSCCSC(C1=CC=CC=C1)=O)SC(CSCCSC(C1=CC=CC=C1)=O)CSC(C1=CC=CC=C1)=O